IC=1C=C(C(=CC1)C1=CC=CC=C1)C=O 4-iodo[1,1'-biphenyl]-2-carbaldehyde